tert-butyl N-[1-[7-[[6-[(tert-butoxycarbonylamino)methyl]-8-methyl-imidazo[1,2-a]-pyrazin-2-yl]carbamoyl]-6-fluoro-2-methyl-indazol-4-yl]-4-piperidyl]-N-cyclopropyl-carbamate C(C)(C)(C)OC(=O)NCC=1N=C(C=2N(C1)C=C(N2)NC(=O)C2=C(C=C(C1=CN(N=C21)C)N2CCC(CC2)N(C(OC(C)(C)C)=O)C2CC2)F)C